ClC=1C=CC(=C(C(=O)NCCC2=CC=C(C=C2)S(NC(NC2CCCCC2)=O)(=O)=O)C1)OC(F)(F)F 5-chloro-N-(4-(N-(cyclohexylcarbamoyl)sulfamoyl)phenethyl)-2-(trifluoromethoxy)benzamide